2-[(2,6-difluoro-4-pyridyl)-(2-phenylacetyl)amino]-N-(2,2-dimethylcyclobutyl)-5-methyl-thiazole-4-carboxamide FC1=NC(=CC(=C1)N(C=1SC(=C(N1)C(=O)NC1C(CC1)(C)C)C)C(CC1=CC=CC=C1)=O)F